O(C1=C(C(C(=O)Cl)=CC=C1)C(=O)Cl)C1=C(C(C(=O)Cl)=CC=C1)C(=O)Cl oxydiphthalic chloride